(R)-3-((S)-1-(tert-butoxy)-3-(3-fluoro-5-formylphenyl)-1-oxopropane-2-yl)pyrrolidine-1-carboxylic acid tert-butyl ester C(C)(C)(C)OC(=O)N1C[C@H](CC1)[C@@H](C(=O)OC(C)(C)C)CC1=CC(=CC(=C1)C=O)F